C1CC12CCN(CC2)C2=C(C(=O)O)C=CC(=C2)Br 2-(6-azaspiro[2.5]octane-6-yl)-4-bromobenzoic acid